NC1=C(C(=O)NC2=NC=C(C=C2)C)C=CC=C1 2-amino-N-(5-methyl-2-pyridinyl)benzamide